N-((1r,4r)-4-methoxycyclohexyl)-6-((1s,4s)-4-methoxycyclohexyl)-2-(1-methyl-1H-imidazol-5-yl)pyrimidine-4-carboxamide ethyl-3-(5-methyloxazol-2-yl)acrylate C(C)OC(C=CC=1OC(=CN1)C)=O.COC1CCC(CC1)NC(=O)C1=NC(=NC(=C1)C1CCC(CC1)OC)C1=CN=CN1C